Methyl (4Z,7S,8R,9E)-7,8-dihydroxy-10-[5-(1-hydroxyhexyl)-1,2-dimethyl-1H-imidazol-4-yl]deca-4,9-dienoate O[C@@H](C\C=C/CCC(=O)OC)[C@@H](\C=C\C=1N=C(N(C1C(CCCCC)O)C)C)O